piperazin-1-ylpentadecan-1-one N1(CCNCC1)C(CCCCCCCCCCCCCC)=O